O1C(=CC2=C1C=CC=C2)C=CC(=O)N2C(OC=C2C(C)C)=O 3-(3-(benzofuran-2-yl)acryloyl)-4-isopropyloxazolin-2-one